F[Sb-](F)(F)(F)(F)F.S1C(=CC=C1)C1=CC=C(C=C1)[S+](C1=CC=CC=C1)C1=CC=CC=C1 4-(thiophenyl)phenyl-diphenyl-sulfonium hexafluoroantimonate